2-(benzyloxy)-N-methylacetamide C(C1=CC=CC=C1)OCC(=O)NC